5-(2-chlorophenoxy)-3-((3-methoxybenzyl)amino)-4H-benzo[e][1,2,4]thiadiazine 1,1-dioxide ClC1=C(OC2=CC=CC3=C2NC(=NS3(=O)=O)NCC3=CC(=CC=C3)OC)C=CC=C1